BrCC(C(=O)O)(OC)OC 3-bromo-2,2-dimethoxypropionic acid